C(C)C1C(COC1)N1C(=CC2=C1N=C(N=C2)SC)C#N 7-(4-ethyltetrahydrofuran-3-yl)-2-(methylthio)-7H-pyrrolo[2,3-d]pyrimidine-6-carbonitrile